CC1=NC(=CC(=C1)C1=C(C2=NC=3CN(CCC3C=C2N1)C(=O)OC(C)(C)C)C(=C)C)C tert-Butyl 2-(2,6-dimethylpyridin-4-yl)-3-(prop-1-en-2-yl)-1,5,7,8-tetrahydro-6H-pyrrolo[3,2-b][1,7]naphthyridine-6-carboxylate